3-((1-(2-(methoxy-d3)pyridin-3-yl)-5-methyl-4-nitro-1H-pyrazol-3-yl)oxy)propan-1-ol C(OC1=NC=CC=C1N1N=C(C(=C1C)[N+](=O)[O-])OCCCO)([2H])([2H])[2H]